ClC=1C=C(\C=N\C2=CC=C(C(=O)O)C=C2)C=C(C1OC(\C=C\C1=CC=CC=C1)=O)OC 4-((E)-((E)-3-chloro-4-(cinnamoyloxy)-5-methoxybenzylidene)amino)benzoic acid